C(C=C)OC1=C(C=C(C=C1O)[C@@H]1OC=2C=C(C=C(C2C[C@H]1O)O)O)O (2S,3R)-2-(4-(allyloxy)-3,5-dihydroxyphenyl)chroman-3,5,7-triol